5-(2-fluoro-6-methylphenyl)-3-(4-(4-methylpiperazin-1-yl)phenyl)-6-oxo-5,6-dihydro-1H-pyrazolo[4,3-c]pyridazin-7-carbonitrile FC1=C(C(=CC=C1)C)N1N=C2C(=C(C1=O)C#N)NN=C2C2=CC=C(C=C2)N2CCN(CC2)C